ethyl 1-(6-aminopyridin-3-yl)-6-chloro-7-[(2R)-2-{[(3-chloropyridin-2-yl) oxy] methyl} pyrrolidin-1-yl]-4-oxo-1,4-dihydroquinoline-3-carboxylate hydrochloride Cl.NC1=CC=C(C=N1)N1C=C(C(C2=CC(=C(C=C12)N1[C@H](CCC1)COC1=NC=CC=C1Cl)Cl)=O)C(=O)OCC